Dimethylsulfoxide ethyl-acetate C(C)OC(C)=O.CS(=O)C